C(C1=CC=CC=C1)SC1=C(C=C(C=C1)NC([C@H](CC1=CC=CC=C1)NC(C1=CC=C(C=C1)F)=O)=O)OC (S)-N-(1-(4-(benzylsulfanyl)-3-methoxyphenylamino)-1-oxo-3-phenylpropan-2-yl)-4-fluorobenzamide